5-ethynylnaphthalene C(#C)C1=C2C=CC=CC2=CC=C1